C(CCC#CC#CCCC(=O)OC)(=O)OC dimethyl decane-4,6-diyne-1,10-dioate